(1R,2S,5R)-2-Isopropyl-5-methylcyclohexyl (2-((S)-1-(2,3-difluorobenzyl)-5-oxopyrrolidin-2-yl)acetyl)-L-valinate FC1=C(CN2[C@@H](CCC2=O)CC(=O)N[C@@H](C(C)C)C(=O)O[C@H]2[C@@H](CC[C@H](C2)C)C(C)C)C=CC=C1F